C(C)(C)(C)OC(CC1=CNC(C2=CC=3C=CN=C(C3C=C21)OC[C@H]2NC(CC2)=O)=O)=O.C(C)C2(COC2)COCCC[Si](OC)(OC)C 3-[(3-ethyloxetan-3-yl)methoxy]propylmethyldimethoxysilane tert-butyl-(S)-2-(1-oxo-6-((5-oxopyrrolidin-2-yl)methoxy)-1,2-dihydropyrido[3,4-g]isoquinolin-4-yl)acetate